(isopropylamino)-3-(3-methoxyphenoxy)propan-2-ol C(C)(C)NCC(COC1=CC(=CC=C1)OC)O